3-(sulfopropyl)-methacrylate potassium salt [K+].S(=O)(=O)(O)CCCC=C(C(=O)[O-])C